rel-(3aS,6aR)-2-(5-Methylthiophene-2-carbonyl)hexahydrocyclopenta[c]pyrrol-4(1H)-one CC1=CC=C(S1)C(=O)N1C[C@H]2[C@@H](C1)C(CC2)=O |o1:10,11|